ClC1=C(C=C(OCCCN2C(=CC(=C2)N(C=2C=C(C=CC2)C)CC2=CC(=C(C=C2)C)C)C(=O)O)C=C1C)C 1-(3-(4-chloro-3,5-dimethylphenoxy)propyl)-4-((3,4-dimethylbenzyl)(m-tolyl)amino)-1H-pyrrole-2-carboxylic acid